2-(5-(3,5-dichloro-4-fluorophenyl)-5-(trifluoromethyl)-4,5-dihydroisoxazol-3-yl)-N-(pyridin-3-ylmethyl)-2,3-dihydro-1H-pyrrolo[3,4-c]pyridine-6-carboxamide ClC=1C=C(C=C(C1F)Cl)C1(CC(=NO1)N1CC=2C=NC(=CC2C1)C(=O)NCC=1C=NC=CC1)C(F)(F)F